FC(/C(=C/CC1=CC=CC=C1)/C1=CC=C(C=C1)F)(F)F (E)-4,4,4-trifluoro-3-(4-fluorophenyl)-1-phenyl-2-butene